6-(chloromethyl)-1-methyl-1,5-dihydro-4H-pyrazolo[3,4-d]pyrimidin-4-one ClCC=1NC(C2=C(N1)N(N=C2)C)=O